Cl.FC1=C(C=CC(=C1F)OC)C1=CN=C2N1C=CN=C2NC2=CC(=C(C(=O)NCCCCNCC(=O)O)C=C2)CC (4-(4-((3-(2,3-difluoro-4-methoxyphenyl)imidazo[1,2-a]pyrazin-8-yl)amino)-2-ethylbenzamido)butyl)glycine hydrochloride